dipropenyl-palladium dichloride C(=CC)[Pd](C=CC)(Cl)Cl